2-(piperidin-4-yl)-6-(1,2,3,4-tetrahydronaphthalen-2-yl)pyridine N1CCC(CC1)C1=NC(=CC=C1)C1CC2=CC=CC=C2CC1